N-stearylalanine isopropyl ester C(C)(C)OC([C@@H](NCCCCCCCCCCCCCCCCCC)C)=O